CN1[C@@H]2CN([C@H](C1)C2)C2=NC(=CC(=N2)NC2=NC=C1SC(=NC1=C2)C=2C=NN(C2C(C)(C)O)C)C 2-{4-[6-(2-{(1S,4S)-5-methyl-2,5-diazabicyclo[2.2.1]hept-2-yl}-6-methyl-4-pyrimidinylamino)-3-thia-1,5-diaza-2-indenyl]-1-methyl-5-pyrazolyl}-2-propanol